1-[2-[3-(difluoromethyl)-5-methylpyrazol-1-yl]-6-[6-[6-[(3-methoxyazetidin-1-yl)methyl]pyridazin-3-yl]oxypyrazolo[1,5-a]pyridin-3-yl]pyridin-3-yl]ethanol FC(C1=NN(C(=C1)C)C1=NC(=CC=C1C(C)O)C=1C=NN2C1C=CC(=C2)OC=2N=NC(=CC2)CN2CC(C2)OC)F